2-decyl-7-phenyl-[1]benzothieno[3,2-b][1]benzothiophene C(CCCCCCCCC)C1=CC2=C(C=C1)C=1SC3=C(C1S2)C=CC(=C3)C3=CC=CC=C3